Mono(1-(7,8-dichloro-4-(1H-imidazol-1-yl) quinolin-2-yl) piperidin-3-yl) methyl phosphonate P(OC1CN(CCC1)C1=NC2=C(C(=CC=C2C(=C1)N1C=NC=C1)Cl)Cl)(OC)=O